[Si]([O-])([O-])([O-])[O-].[Fe+2].[Ni+2] nickel-iron silicate